C1(CCC1)C=1C(=NN(C1C1=CC=C(C=C1)F)C)NC(=O)C1(CC1)C(C)(F)F N-(4-cyclobutyl-5-(4-fluorophenyl)-1-methyl-1H-pyrazol-3-yl)-1-(1,1-difluoroethyl)cyclopropane-1-carboxamide